tetrabutyl-phosphonium hydrogen sulfate S(=O)(=O)(O)[O-].C(CCC)[P+](CCCC)(CCCC)CCCC